ClC1=CC(=C(CNC2=NC(=CC=C2)OC2CCNCC2)C=C1)F N-(4-chloro-2-fluorobenzyl)-6-(piperidin-4-yloxy)pyridin-2-amine